C(C)(=S)[C@@]1(O)[C@@H]([C@@H](OC(C)=O)[C@H](OC(C)=O)[C@H](O1)COC(C)=O)NC(C)=O 1-thioacetyl-2-acetamido-3,4,6-tri-O-acetyl-2-deoxy-α-D-glucopyranose